N-(1-(4-acetylphenyl)-2-(p-toluenesulfonyl)vinyl)methacrylamide C(C)(=O)C1=CC=C(C=C1)C(=CS(=O)(=O)C1=CC=C(C)C=C1)NC(C(=C)C)=O